BrC1=NC(=CC(=C1)[C@@H]1N(CCN[C@H]1CO)C(C)=O)Cl trans-1-(2-(2-bromo-6-chloropyridin-4-yl)-3-(hydroxymethyl)piperazin-1-yl)ethan-1-one